C(C)N(CC)CC.N(=[N+]=[N-])CC1=CC=C2C=CC3=C(NC(CC(N3C3=CC(=CC=C3)C3=NOC(N3)=S)=O)=O)C2=C1 10-(azidomethyl)-5-(3-(5-thioxo-4,5-dihydro-1,2,4-oxadiazol-3-yl)phenyl)-1,5-dihydro-2H-naphtho[1,2-b][1,4]diazepine-2,4(3H)-dione triethylamine salt